C(CCCCCCCCCCCCC)(=O)O.C(CCCCCCCCCCCCC)(=O)O.OCC(O)CO.OCC(O)CO.OCC(O)CO triglycerol dimyristate